(2-(2-(aminomethyl)-7-chlorobenzofuran-5-yl)-5-fluoropyridin-4-yl)(morpholino)methanone NCC=1OC2=C(C1)C=C(C=C2Cl)C2=NC=C(C(=C2)C(=O)N2CCOCC2)F